C(C)(C)(C)OC(=O)N1CCC(CC1)N1C(NC2=C1C(=CC=C2)OC)=O 4-(7-methoxy-2-oxo-2,3-dihydro-1H-benzo[d]imidazol-1-yl)piperidine-1-carboxylic acid tert-butyl ester